Pyrrolo[2,3-d]Pyridazine N1C=CC=2C1=CN=NC2